1-(5-bromo-3-chloropyridin-2-yl)pyrrolidin-2-one BrC=1C=C(C(=NC1)N1C(CCC1)=O)Cl